(2S,4R)-1-(2-(3-acetyl-5-(2-methylpyrimidin-5-yl)-1H-indazol-1-yl)acetyl)-N-(6-bromo-3-(2-(dimethylamino)-2-oxoethyl)pyridin-2-yl)-4-fluoropyrrolidine-2-carboxamide C(C)(=O)C1=NN(C2=CC=C(C=C12)C=1C=NC(=NC1)C)CC(=O)N1[C@@H](C[C@H](C1)F)C(=O)NC1=NC(=CC=C1CC(=O)N(C)C)Br